(3-(((benzyloxy) carbonyl) amino) propyl) carbamate C(N)(OCCCNC(=O)OCC1=CC=CC=C1)=O